C(N)(OC1=CC(=CC=C1)OC1C(C1)(F)F)=O (3-(2,2-difluorocyclopropyloxy) phenyl) carbamate